(S)-3-fluoro-N-(1-(4-(N-oxetan-3-ylsulfamoyl)phenylamino)-1-oxo-3-phenylpropan-2-yl)benzamide FC=1C=C(C(=O)N[C@H](C(=O)NC2=CC=C(C=C2)S(NC2COC2)(=O)=O)CC2=CC=CC=C2)C=CC1